C(C1=CC=CC=C1)NC(=[NH2+])NCC1=CC=CC=C1 1,3-dibenzylguanidinium